[C@H]12CN(C[C@H](CC1)N2)C=2C1=C(N=C(N2)OCCC2=NC(=CC=C2)C)C(=C(N=C1)C1=CC(=CC2=CC=CC=C12)O)F 4-(4-((1R,5S)-3,8-diazabicyclo[3.2.1]octan-3-yl)-8-fluoro-2-(2-(6-methylpyridin-2-yl)ethoxy)pyrido[4,3-d]pyrimidin-7-yl)naphthalen-2-ol